FC1=C(C(=O)O)C=C(C(=C1O)F)F 2,4,5-trifluoro-3-hydroxybenzoic acid